CN1N=CC(=C1)C=1C=CC=2N(C1)N=CC2N2CCN(CC2)C(=O)OCCC2CCOCC2 2-(tetrahydro-2H-pyran-4-yl)ethyl 4-[6-(1-methyl-1H-pyrazol-4-yl)pyrazolo[1,5-a]pyridin-3-yl]piperazine-1-carboxylate